N1(C=CC=C1)C=1C=C(C=CC1)[C@H](CC(=O)[O-])NC(=O)NC=1C(N(C=CC1[O-])C)=O.[Na+].[Na+] sodium (S)-3-(3-(1H-pyrrol-1-yl)phenyl)-3-(3-(1-methyl-4-oxido-2-oxo-1,2-dihydropyridin-3-yl) ureido)propanoate